O1CCC(CC1)CN1N=CC=C(C1)C(=O)N ((tetrahydro-2H-pyran-4-yl)methyl)-2,3-dihydropyridazine-4-Formamide